ClC=1C=2N(C(=C(C1)C(C)NC(=O)C=1C(=NN3C1N=CC=C3)NC(OC(C)(C)C)=O)C=3C=NNC3)C=NC2 tert-butyl {3-[({1-[8-chloro-5-(1H-pyrazol-4-yl)imidazo[1,5-a]pyridin-6-yl]ethyl}amino)carbonyl]pyrazolo[1,5-a]pyrimidin-2-yl}carbamate